ClC1=CC(=C(C=C1)C1CCC(=CC1)OS(=O)(=O)C(C(C(C(F)(F)F)(F)F)(F)F)(F)F)F 1,1,2,2,3,3,4,4,4-nonafluorobutane-1-sulfonic acid 4'-chloro-2'-fluoro-1,2,3,6-tetrahydro-[1,1'-biphenyl]-4-ylEster